ClC1=C(C=CC=C1C1=CC=2N(C=C1)N=C(N2)CNCCO)C2=C(C(=CC=C2)C2=CC=C(C=C2)CN2[C@@H](CCC2)CO)Cl (S)-2-(((7-(2,2'-dichloro-4''-((2-(hydroxymethyl)pyrrolidin-1-yl)methyl)-[1,1':3',1''-terphenyl]-3-yl)-[1,2,4]triazolo[1,5-a]pyridin-2-yl)methyl)amino)ethan-1-ol